4-amino-5-(3-dimethylamino-pyrrolidin-1-yl)-1,2-diethyl-1,2-dihydro-pyrazol-3-one NC=1C(N(N(C1N1CC(CC1)N(C)C)CC)CC)=O